Di-tert-butyl (4-((4-(trifluoromethyl)benzyl)amino)-1,2-phenylene)dicarbamate FC(C1=CC=C(CNC2=CC(=C(C=C2)NC(OC(C)(C)C)=O)NC(OC(C)(C)C)=O)C=C1)(F)F